8-(2-Naphthyl)thio-8-phenyl-1,N2-ethenoguanosine C1=C(C=CC2=CC=CC=C12)SC1(N([C@H]2[C@H](O)[C@H](O)[C@@H](CO)O2)C=2N=C3N(C(C2N1)=O)C=CN3)C3=CC=CC=C3